C(C1=CC=CC=C1)C1=CC(=C(C=C1)S(=O)(=O)Cl)Br p-benzyl-bromobenzenesulfonyl chloride